C(\C=C\C(=O)O)(=O)O.C(C)(=O)N1CC2N(C(N(C(C2)=O)CCCCN2CCN(CC2)C2=NSC3=C2C=CC=C3)=O)CC1 2-Acetyl-7-[4-(4-benzo[d]isothiazol-3-yl-piperazin-1-yl)-butyl]-hexahydro-pyrazino[1,2-c]pyrimidine-6,8-dione fumarate